6-(((tert-butyldiphenylsilyl)oxy)methyl)dihydro-2H-pyran-3(4H)-one [Si](C1=CC=CC=C1)(C1=CC=CC=C1)(C(C)(C)C)OCC1CCC(CO1)=O